[Pd].C1(=CC=CC=C1)P(CCCP(C1=CC=CC=C1)C1=CC=CC=C1)C1=CC=CC=C1 (1,3-bis(diphenylphosphino)propane) palladium